BrC=1C=C2C=NN(C2=C(C1F)F)CC(C)(O)C 1-(5-bromo-6,7-difluoro-indazol-1-yl)-2-methyl-propan-2-ol